benzyl (imino(5-(((1S,3S,5S)-5-methyl-2-azabicyclo[3.1.0]hexane-3-carboxamido)-methyl)thiophen-3-yl)methyl)carbamate N=C(C1=CSC(=C1)CNC(=O)[C@H]1N[C@H]2C[C@]2(C1)C)NC(OCC1=CC=CC=C1)=O